CC1=C(C2=CC3=CC=CC=C3C=C2C=C1)S(=O)(=O)O.[Fr] Francium methyl-anthracenesulfonic acid